(2S,3R)-2-(4-chloro-2-cyanobenzenesulfonamido)-3-(6-fluoro-2,3-dimethylphenyl)butyric acid ClC1=CC(=C(C=C1)S(=O)(=O)N[C@H](C(=O)O)[C@H](C)C1=C(C(=CC=C1F)C)C)C#N